O1C(C1)OC1=CC=NC=C1 4-(2-oxiranyloxy)pyridine